6-Chloro-4-(phenylethynyl)pyridazin-3-amine ClC1=CC(=C(N=N1)N)C#CC1=CC=CC=C1